ClC=1C=C(C(=C(OCC(C(=O)OC(C)(C)C)=C)C1)F)NC(NCC=1C=C2CN(C(C2=CC1)=O)C1C(NC(CC1)=O)=O)=O tert-butyl 2-[[5-chloro-3-[[2-(2,6-dioxo-3-piperidyl)-1-oxo-isoindolin-5-yl]methylcarbamoylamino]-2-fluoro-phenoxy]methyl]prop-2-enoate